N1(C=NC=C1)C1=NC(=CC(=N1)C(=O)NC1CCC(CC1)OC)C(F)(F)F 2-(1H-imidazol-1-yl)-N-((1r,4r)-4-methoxycyclohexyl)-6-(trifluoromethyl)pyrimidin-4-Formamide